N-(1H-indazol-6-yl)-2-(8-isopropyl-5-oxo-2-(trifluoromethyl)pyrido[2,3-d]pyridazin-6(5H)-yl)acetamide N1N=CC2=CC=C(C=C12)NC(CN1N=C(C2=C(C1=O)C=CC(=N2)C(F)(F)F)C(C)C)=O